4-(((R)-1-(3-(difluoromethyl)-2-fluorophenyl)ethyl)amino)-6-((R)-3-(difluoromethyl)tetrahydrofuran-3-yl)-2-methyl-2,6-dihydropyrido[3,4-d]pyridazine-1,7-dione FC(C=1C(=C(C=CC1)[C@@H](C)NC1=NN(C(C=2C1=CN(C(C2)=O)[C@]2(COCC2)C(F)F)=O)C)F)F